4-(methylamino)-3-nitro-1-phenyl-7-(trifluoromethyl)-1,8-naphthyridin-2(1H)-one CNC1=C(C(N(C2=NC(=CC=C12)C(F)(F)F)C1=CC=CC=C1)=O)[N+](=O)[O-]